2-azido-3-(2-methoxythiazol-5-yl)prop-2-enoic acid ethyl ester C(C)OC(C(=CC1=CN=C(S1)OC)N=[N+]=[N-])=O